iodine(III) diazide [I+](N=[N+]=[N-])N=[N+]=[N-]